5-(5-hydroxy-2-(trifluoromethoxy)phenyl)nicotinaldehyde OC=1C=CC(=C(C1)C=1C=NC=C(C=O)C1)OC(F)(F)F